N-(1''-(3-((4,4-difluoropiperidin-1-yl)methyl)benzoyl)dispiro[cyclopropane-1,1'-cyclohexane-4',3''-indolin]-5''-yl)methanesulfonamide FC1(CCN(CC1)CC=1C=C(C(=O)N2CC3(C4=CC(=CC=C24)NS(=O)(=O)C)CCC2(CC3)CC2)C=CC1)F